[Ir](Cl)Cl iridous chloride